COC(=O)C=1N=C(SC1Cl)NC(=O)OC(C)(C)C ((tert-Butoxycarbonyl)amino)-5-chlorothiazole-4-carboxylic acid methyl ester